3-carboxybenzenesulfonic acid tetraphenylphosphonium salt C1(=CC=CC=C1)[P+](C1=CC=CC=C1)(C1=CC=CC=C1)C1=CC=CC=C1.C(=O)([O-])C=1C=C(C=CC1)S(=O)(=O)[O-].C1(=CC=CC=C1)[P+](C1=CC=CC=C1)(C1=CC=CC=C1)C1=CC=CC=C1